boc-aminooxyacetic acid amide C(=O)(OC(C)(C)C)C(C(=O)N)ON